CC\C=C/C\C=C/C\C=C/CCCCCCCCC (3Z,6Z,9Z)-nonadeca-3,6,9-triene